2,2-Difluoro-N-[(2R,3S)-2-(4-fluorophenyl)-1-[1-(1-methyl-6-oxo-3-pyridyl)indazol-5-yl]-5-oxo-pyrrolidin-3-yl]propanamid FC(C(=O)N[C@@H]1[C@H](N(C(C1)=O)C=1C=C2C=NN(C2=CC1)C1=CN(C(C=C1)=O)C)C1=CC=C(C=C1)F)(C)F